4-((6-(3-(2-methoxyethoxy)pyrrolidin-1-yl)-[1,2,4]Triazolo[1,5-a]pyridin-2-yl)amino)-N-(methyl-d3)pyridazine-3-carboxamide COCCOC1CN(CC1)C=1C=CC=2N(C1)N=C(N2)NC2=C(N=NC=C2)C(=O)NC([2H])([2H])[2H]